C(C)OC(C(O)C)=O.C(C)C(C(=O)O)(O)C (Ethyl lactate) Ethyl-lactate